COC1=CC2=C(C=N1)CN(C2)C=2OC=1C(=NC(=CN1)C1=C(C=C(C=C1C)C(F)(F)F)O)N2 2-[2-(6-Methoxy-1,3-dihydropyrrolo[3,4-c]pyridin-2-yl)oxazolo[4,5-b]pyrazin-5-yl]-3-methyl-5-(trifluoromethyl)phenol